[Ge].[Y].[Si](C)(C)(C(C)(C)C)OCCCCN(CCCCCCO)CCCCO 6-((4-((tert-butyldimethylsilyl)oxy)butyl)(4-hydroxybutyl)amino)hexan-1-ol yttrium-germanium